5-(6-cyclopropyl-5-((1S,2R)-2-isopropylcyclopropyl)pyridazine-3-yl)pyrimidine-2,4(1H,3H)-dione C1(CC1)C1=C(C=C(N=N1)C=1C(NC(NC1)=O)=O)[C@@H]1[C@H](C1)C(C)C